ClC1=C2C=C(N(C2=CC=C1Cl)C)C(=O)N[C@@]1(COCC1)C1=CC(=C(C(=O)OC)C=C1)C |r| (±)-methyl 4-[3-[(4,5-dichloro-1-methyl-indole-2-carbonyl)amino]tetrahydrofuran-3-yl]-2-methyl-benzoate